2-hydroxymethylphenyl-4-methoxyphenylmethanol OCC1=C(C=CC=C1)C(O)C1=CC=C(C=C1)OC